OCC1=CC(=C(OCCCC(=O)NCCN)C=C1[N+](=O)[O-])OC 4-(4-(hydroxymethyl)-2-methoxy-5-nitrophenoxy)butyryl-ethylenediamine